COC(=O)C1(CC1)OC1OCCCC1 ((tetrahydro-2H-pyran-2-yl)oxy)cyclopropanecarboxylic acid methyl ester